FC1(CN(CCC12CCN(CC2)C2=C(C(=CC=C2)C(=O)OC)NC)C(=O)OCC2=CC=CC=C2)F benzyl 5,5-difluoro-9-[3-methoxycarbonyl-2-(methylamino)phenyl]-3,9-diazaspiro[5.5]undecane-3-carboxylate